C(C1=CC=CC=C1)C1=NOC(C1)C(=O)N[C@@H](CC(C)C)B1O[C@@]2([C@H](O1)C[C@H]1C([C@@H]2C1)(C)C)C 3-benzyl-N-((R)-3-methyl-1-((3aS,4S,6S,7aR)-3a,5,5-trimethylhexahydro-4,6-methanobenzo[d][1,3,2]dioxaborol-2-yl)butyl)-4,5-dihydroisoxazol-5-carboxamide